NC=1C(=C2C(=NC1C#N)N(C=N2)C2CC(C2)(F)F)Br 6-Amino-7-bromo-3-(3,3-difluorocyclobutyl)-3H-imidazo[4,5-b]pyridine-5-carbonitrile